6-[5-(difluoromethyl)-1,3,4-oxadiazol-2-yl]-2-[(1R,2R)-2-hydroxy-1,2-bis(pyridin-2-yl)ethyl]-2,3-dihydro-1H-isoindol-1-one FC(C1=NN=C(O1)C1=CC=C2CN(C(C2=C1)=O)[C@@H]([C@H](C1=NC=CC=C1)O)C1=NC=CC=C1)F